Methyl (1-((5-(((tert-butyldimethylsilyl)oxy)methyl)pyridin-3-yl)oxy)cyclopropyl)methanesulfonate [Si](C)(C)(C(C)(C)C)OCC=1C=C(C=NC1)OC1(CC1)CS(=O)(=O)OC